8-[(1R)-1-[2-(5,5-dimethyl-1,3,2-dioxaborinan-2-yl)-5-methyl-anilino]ethyl]-2-(4,4-dimethyl-1-piperidyl)-3,6-dimethyl-chromen-4-one CC1(COB(OC1)C1=C(N[C@H](C)C=2C=C(C=C3C(C(=C(OC23)N2CCC(CC2)(C)C)C)=O)C)C=C(C=C1)C)C